OC(CN1CCN(CC1)C(=O)C=1C=C2C=CC(=NC2=CC1)C=O)COC 6-(4-(2-hydroxy-3-methoxypropyl)piperazine-1-carbonyl)quinoline-2-carbaldehyde